2-(N-(2-(cycloocta-1,3,5,7-tetraene-1-carboxamido)ethyl)-2-(7-fluoro-2-oxo-2H-chromen-3-yl)benzofuran-6-carboxamido)ethane-1-sulfonic acid C1(=CC=CC=CC=C1)C(=O)NCCN(C(=O)C1=CC2=C(C=C(O2)C=2C(OC3=CC(=CC=C3C2)F)=O)C=C1)CCS(=O)(=O)O